(z)-(4-bromo-2-hydroxyphenyl)(4-fluoro-3-hydroxyphenyl)methanone oxime BrC1=CC(=C(C=C1)\C(=N/O)\C1=CC(=C(C=C1)F)O)O